FC1=C(CC2=NN=NN2)C(=CC=C1)F 5-(2,6-difluorobenzyl)-tetrazole